N-(7-(difluoromethoxy)-6-methyl-1-(prop-2-yn-1-yl)-1H-indazol-3-yl)-4-fluorobenzamide FC(OC=1C(=CC=C2C(=NN(C12)CC#C)NC(C1=CC=C(C=C1)F)=O)C)F